C(C)(C)(C)OC(=O)C(COCCO)N 2-(2-tert-butoxycarbonyl-aminoethoxy)ethanol